tert-butyl 2-(2-(2-isopropylphenyl)-4-((6-methoxypyridin-3-yl) methyl) piperazin-1-yl)-7-azaspiro[3.5]nonane-7-carboxylate C(C)(C)C1=C(C=CC=C1)C1N(CCN(C1)CC=1C=NC(=CC1)OC)C1CC2(C1)CCN(CC2)C(=O)OC(C)(C)C